C(C)OC=1C=C(C=CC1OC)[C@@H](CS(=O)(=O)C)N1C(C=2C(C1=O)=CSC2NC(C)=O)=O N-[5-[(1S)-1-(3-Ethoxy-4-methoxyphenyl)-2-(methanesulfonyl)ethyl]-4,6-dioxo-5,6-dihydro-4H-thieno[3,4-c]pyrrol-1-yl]acetamide